C(C)OC(=C)C=1C=C(C(N(C1)C1=CC=C(C=C1)F)=O)C(=O)OC methyl 5-(1-ethoxyvinyl)-1-(4-fluorophenyl)-2-oxo-1,2-dihydropyridine-3-carboxylate